2,7-dimethyloctane CC(C)CCCCC(C)C